FC1=CC=C(C=C1)CCN1CCN(CC1)C(=O)C1=NNC(=C1)C {4-[2-(4-Fluoro-phenyl)-ethyl]-piperazin-1-yl}-(5-methyl-1H-pyrazol-3-yl)-methanone